tertiary butyl-cyclohexanol C(C)(C)(C)C1(CCCCC1)O